NC1=C(C=NC(=N1)C)C1=CC=C(C=C1)OC1=CC=CC=C1 6-amino-2-methyl-5-(4-phenoxyphenyl)pyrimidin